3-(5-(1-((5-bromo-3-methylpyridin-2-yl)methyl)-4-hydroxypiperidin-4-yl)-4,6-difluoro-1-oxoisoindolin-2-yl)piperidine-2,6-dione BrC=1C=C(C(=NC1)CN1CCC(CC1)(O)C=1C(=C2CN(C(C2=CC1F)=O)C1C(NC(CC1)=O)=O)F)C